6-(4-methoxypyridin-3-yl)-4-methyl-1-(4-((2R,3S)-2-methyl-3-((methylsulfonyl)methyl)azetidin-1-yl)-[2,4'-bipyridin]-6-yl)-1H-pyrazolo[4,3-c]pyridine COC1=C(C=NC=C1)C1=CC2=C(C(=N1)C)C=NN2C2=CC(=CC(=N2)C2=CC=NC=C2)N2[C@@H]([C@H](C2)CS(=O)(=O)C)C